(Z)-dec-5-ene CCCC\C=C/CCCC